BrC1=C(C=C(C=C1)Br)S(=O)(=O)NCCNS(=O)(=O)C1=CC=C(C=C1)OC(F)(F)F 2,5-dibromo-N-(2-((4-(trifluoromethoxy)phenyl)sulfonamido)ethyl)benzenesulfonamide